ethyl hydroperoxide C(C)OO